1,3-bis(acryloxy)-2-propanol C(C=C)(=O)OCC(COC(C=C)=O)O